3-(4-fluorobenzyl)-1H-pyrazole-1-carboxamide FC1=CC=C(CC2=NN(C=C2)C(=O)N)C=C1